CC\C=C/CCCCC (Z)-non-3-en